C[C@@H](C(CC)NCC1=CC=CC=C1)O methyl-(S)-2-(benzylamino)butan-1-ol